CC1=C(C(=CC=C1)C)N1CCN(CC1)C(CC1=C(NC2=C(C=C(C=C12)C)C)C(=O)O)=O 3-(2-(4-(2,6-dimethylphenyl)piperazin-1-yl)-2-oxoethyl)-5,7-dimethyl-1H-indole-2-carboxylic acid